2-tert-butyldimethylsilyloxy-4-vinyl-1-propoxybenzene [Si](C)(C)(C(C)(C)C)OC1=C(C=CC(=C1)C=C)OCCC